CNC=1C=NC(=CC1)OC1=CC=C(C=C1)C1=CN=CS1 n-methyl-6-(4-(thiazol-5-yl)phenoxy)pyridin-3-amine